4-(6-amino-2-fluoro-5-(1-oxo-1,2,3,4-tetrahydroisoquinolin-6-yl)pyridin-3-yl)-N,N-dimethylbenzenesulfonamide NC1=C(C=C(C(=N1)F)C1=CC=C(C=C1)S(=O)(=O)N(C)C)C=1C=C2CCNC(C2=CC1)=O